The molecule is a 1-phosphatidyl-1D-myo-inositol 4-phosphate(3-) arising from deprotonation of all three free phosphate OH groups of 1,2-dioctanoyl-sn-glycero-3-phospho-(1D-myo-inositol-4-phosphate); major species at pH 7.3. It is a conjugate base of a 1,2-dioctanoyl-sn-glycero-3-phospho-(1D-myo-inositol-4-phosphate). CCCCCCCC(=O)OC[C@H](COP(=O)([O-])OC1[C@@H]([C@H](C([C@H]([C@H]1O)O)OP(=O)([O-])[O-])O)O)OC(=O)CCCCCCC